6-(1-(4-(1H-Pyrazol-1-yl)benzyl)-4-chloro-1H-indazol-7-carboxamido)spiro[3.3]heptan N1(N=CC=C1)C1=CC=C(CN2N=CC3=C(C=CC(=C23)C(=O)NC2CC3(CCC3)C2)Cl)C=C1